N1N=NC(=C1)C1=CC(=CC=C1)C=1N=NNC1 1,3-di(1H-1,2,3-triazol-4-yl)benzene